C(#N)C1=C(N(N=C1C(F)F)C1=CC(=CC=C1)C(N(C)C1=CC2=C(OC(O2)(F)F)C=C1)=O)COC1=CC=C(C(=O)O)C=C1 4-[[4-cyano-2-[3-[(2,2-difluoro-1,3-benzodioxol-5-yl)-methyl-carbamoyl]phenyl]-5-(difluoromethyl)pyrazol-3-yl]methoxy]benzoic acid